(2S,4R)-1-((S)-2-acetamido-3,3-dimethylbutanoyl)-4-hydroxy-N-(2-(4-(methylamino)butoxy)-4-(4-methylthiazol-5-yl)benzyl)pyrrolidine-2-carboxamide C(C)(=O)N[C@H](C(=O)N1[C@@H](C[C@H](C1)O)C(=O)NCC1=C(C=C(C=C1)C1=C(N=CS1)C)OCCCCNC)C(C)(C)C